Br.BrC(CN)CBr 2,3-dibromopropylamine hydrobromide